Ethyl 1-(2-(4-methoxybenzyl)-1-carbonyl-2,3-dihydro-1H-benzo[de]isoquinolin-6-yl)-2-trifluoromethyl-1H-pyrrol-3-carboxylate COC1=CC=C(CN2C(C3=CC=CC=4C3=C(C2)C=CC4N4C(=C(C=C4)C(=O)OCC)C(F)(F)F)=C=O)C=C1